2-((2s,3s,4s)-2-(aminomethyl)-5-chloro-6-fluoro-3-methyl-2-phenyl-2,3-dihydrobenzofuran-4-yl)-3-fluoro-4-(2-hydroxyethoxy)benzamide NC[C@@]1(OC2=C([C@@H]1C)C(=C(C(=C2)F)Cl)C2=C(C(=O)N)C=CC(=C2F)OCCO)C2=CC=CC=C2